C1(CC1)NC(C([C@@H](C[C@@H]1C(N[C@@H](C1)C)=O)C=1C(=C(C(=O)N)C=CC1)NC(=O)C1(CCC1)C(F)(F)F)=O)=O ((1S)-3-(cyclopropylamino)-1-[[(3S,5R)-5-methyl-2-oxo-pyrrolidin-3-yl]methyl]-2,3-dioxo-propyl)-2-[[1-(trifluoromethyl)cyclobutanecarbonyl]amino]benzamide